FC=1C=C(C(=O)OC)C=C(C1C=1N(C=C(N1)C(F)(F)F)C(C)C)OC methyl 3-fluoro-4-[1-isopropyl-4-(trifluoromethyl) imidazol-2-yl]-5-methoxybenzoate